((2-((6-chloro-4-fluoropyridin-3-yl)ethynyl)pyrimidin-5-yl)methyl)morpholine ClC1=CC(=C(C=N1)C#CC1=NC=C(C=N1)CN1CCOCC1)F